NC1=CC2=CC3=CC=CC=C3C=C2C=C1N 2,3-diaminoanthracene